C(CC)N1C(C2=CC=CC=C2C1=O)=O 2-n-propylisoindoline-1,3-dione